4-[6-[(3R)-3-aminopiperidine-1-carbonyl]imidazo[1,2-a]pyridin-8-yl]-3-(5-cyclopropyl-2-methylpyrazol-3-yl)oxybenzonitrile N[C@H]1CN(CCC1)C(=O)C=1C=C(C=2N(C1)C=CN2)C2=C(C=C(C#N)C=C2)OC=2N(N=C(C2)C2CC2)C